P(=O)(O)(O)OCC[C@H](N)C(=O)O O-phospho-L-homoserine